ClC1=NC=C(C(=C1)N1CCC(CC1)C1(CC1)O)C#CC=1C=NN(C1)C(F)(F)F (1-(2-chloro-5-((1-(trifluoromethyl)-1H-pyrazol-4-yl)ethynyl)pyridin-4-yl)piperidin-4-yl)cyclopropan-1-ol